pentafluoroethyl-2,2,2-trifluoroethyl-2,2,3,3,4,4,5,5-octafluoro-1-pentanol FC(C(F)(F)F)(F)C(C(C(C(C(F)F)(F)F)(F)F)(F)F)(O)CC(F)(F)F